Cl.C(C)(=O)C1=CC2=C(O1)C(=C1C=CC=CC1=C2OC(=O)OCCC[C@@H](C(=O)O)N)O (S)-5-((((2-Acetyl-9-hydroxynaphtho[2,3-b]furan-4-yl)oxy)carbonyl)oxy)-2-aminopentanoic Acid hydrochloride